ClC1=C(C(=CC=C1)F)N1C=2N(C3=C(C1=O)C=NC(=N3)NC3=CC=C(C=C3)N3C=NC=C3)CCN2 6-(2-Chloro-6-fluorophenyl)-2-((4-(1H-imidazol-1-yl)phenyl)amino)-8,9-dihydroimidazo[1,2-a]pyrimido[5,4-e]pyrimidin-5(6H)-one